2-((S)-4-(8-fluoro-7-(8-chloronaphthyl)-2-(((S)-1-methylpyrrolidin-2-yl)methoxy)quinazolin-4-yl)piperazin-2-yl)acetonitrile FC=1C(=CC=C2C(=NC(=NC12)OC[C@H]1N(CCC1)C)N1C[C@@H](NCC1)CC#N)C1=CC=CC2=CC=CC(=C12)Cl